C1(=CC=CC=C1)C=1OC2=C(C1C1=CC=C(C=C1)C=1C3=CC=CC=C3C(=C3C=CC=CC13)C1=CC=CC=C1)C=CC=C2 2-phenyl-3-[4-(10-phenylanthracen-9-yl)phenyl]-1-benzofuran